ClC1=CC(=C(C=C1)C1(OC2=C(O1)C=CC=C2C2CCN(CC2)CC2=NC1=C(N2)C=C(C=C1)C(=O)O)C)F 2-({4-[2-(4-chloro-2-fluorophenyl)-2-methyl-1,3-benzodioxol-4-yl]piperidin-1-yl}methyl)-1H-benzimidazole-6-carboxylic acid